(3r,4s)-4-amino-3-methylpiperidine-1-carboxylic acid tert-butyl ester C(C)(C)(C)OC(=O)N1C[C@H]([C@H](CC1)N)C